5-(4-Methylpyridin-3-yl)indoline CC1=C(C=NC=C1)C=1C=C2CCNC2=CC1